C1(CC1)CNC(C1=CC=C(C=C1)F)=O N-(cyclopropylmethyl)-4-fluorobenzamide